C(CCCCCCCCCCCCCCC)C(C(=O)OC(CCCCCCC)CCCC)CCCCCCCCCCCCCCCC butyl-octanol cetylstearate